1-(5-((2-methoxy-5-methylphenyl)amino)-7-(methylamino)pyrazolo[1,5-a]pyrimidin-3-yl)-3-methylurea COC1=C(C=C(C=C1)C)NC1=NC=2N(C(=C1)NC)N=CC2NC(=O)NC